O.S(=O)(=O)([O-])[O-].[Mn+2] Manganous Sulphate monohydrate